CN1C(C=C(C2=CC=CC=C12)C)P(OC)(OC)=O Dimethyl (1,4-dimethyl-1,2-dihydroquinolin-2-yl)phosphonate